[N+](=O)([O-])C=1C(=NC(=CC1)C1=CC=CC=C1)NC1=CC=C(CN2CCC(CC2)NC(OC(C)(C)C)=O)C=C1 tert-Butyl (1-(4-((3-nitro-6-phenylpyridin-2-yl)amino)benzyl)piperidin-4-yl)carbamate